C12CN(CC(CC1)N2)C=2OC1=C(N2)C(=C(C=C1C=1SC=CN1)CO)OC(F)(F)F (2-(3,8-diazabicyclo[3.2.1]octan-3-yl)-7-(thiazol-2-yl)-4-(trifluoromethoxy)benzo[d]oxazol-5-yl)methanol